O=C(CCCCCCCC(=O)O)OC(CCCCCCCCCCCC)CCCCCCCCCCCC 9-oxo-9-(pentacosan-13-yloxy)nonanoic acid